1-(2-((2-(3-chloro-2-fluorobenzylamino)-2-oxoethyl)(cyclopropyl)amino)-2-oxoethyl)-5-hydroxy-1H-indazole-3-carboxamide ClC=1C(=C(CNC(CN(C(CN2N=C(C3=CC(=CC=C23)O)C(=O)N)=O)C2CC2)=O)C=CC1)F